CC1=CC(=NN1)NC=1C2=C(N=C(N1)NC1CC3CCC(C1)N3CCC#N)SC(=C2)N2CCOCC2 3-((3-exo)-3-((4-((5-methyl-1H-pyrazol-3-yl)amino)-6-morpholinothieno[2,3-d]pyrimidin-2-yl)amino)-8-azabicyclo[3.2.1]octan-8-yl)propionitrile